ClC1=C(C=CC(=C1)F)C1N(CCC1)C1=NC=C(C(=O)N[C@H](C)\C=C\S(=O)(=O)C)C(=C1)F 6-(2-(2-chloro-4-fluorophenyl)pyrrolidin-1-yl)-4-fluoro-N-((R,E)-4-(methylsulfonyl)but-3-en-2-yl)nicotinamide